C(C)(CC)OC(=O)OOC(=O)OC(C)CC di(secondary butyl)peroxydicarbonate